1-ethyl-N-((6-(((5R)-2-oxo-5-(trifluoromethyl)piperidin-3-yl)methyl)imidazo[1,2-b]pyridazin-2-yl)(spiro[2.5]octan-6-yl)methyl)-1H-pyrazole-5-carboxamide C(C)N1N=CC=C1C(=O)NC(C1CCC2(CC2)CC1)C=1N=C2N(N=C(C=C2)CC2C(NC[C@@H](C2)C(F)(F)F)=O)C1